C(C=1C(C(=O)O)=CC=CC1)(=O)O.C(C=1C(C(=O)O)=CC=CC1)(=O)O.CC1=CCCCC1 methylcyclohexene diphthalate